6-((4-chloro-2-fluorobenzyl)oxy)-2'-((4-methoxybenzyl)oxy)-2,4'-bipyridine ClC1=CC(=C(COC2=CC=CC(=N2)C2=CC(=NC=C2)OCC2=CC=C(C=C2)OC)C=C1)F